4-cyclopropyl-6-(4-fluorophenyl)-5-iodopyrimidin-2-amine C1(CC1)C1=NC(=NC(=C1I)C1=CC=C(C=C1)F)N